2-(4-methylbenzoyl)isoindoline 2-methyl-2-propanyl-[3-({4-[2-(4-fluorophenyl)-4-oxo-1,3-thiazolidin-3-yl]-3-methylbenzoyl}amino)propyl]carbamate CC(C)(C)N(C(O)=O)CCCNC(C1=CC(=C(C=C1)N1C(SCC1=O)C1=CC=C(C=C1)F)C)=O.CC1=CC=C(C(=O)N2CC3=CC=CC=C3C2)C=C1